N-((S)-4-(ethylamino)-3,4-dioxo-1-((S)-2-oxopyrrolidin-3-yl)butan-2-yl)hexanamide C(C)NC(C([C@H](C[C@H]1C(NCC1)=O)NC(CCCCC)=O)=O)=O